ClC=1C=CC(=NC1)C1(C(N=CC=C1)N)N 3-(5-chloropyridin-2-yl)pyridine-2,3-diamine